4-(2-oxo-2,5,6,8-tetrahydro-1H-thiopyrano[3,4-b]pyridin-3-yl)piperidine-1-carboxylic acid tert-butyl ester C(C)(C)(C)OC(=O)N1CCC(CC1)C1=CC2=C(NC1=O)CSCC2